7-bromo-3-((3-oxo-3-propoxy)amino)benzo[e][1,2,4]triazine-1-oxide BrC1=CC2=C(N=C(N=[N+]2[O-])NOC(CC)=O)C=C1